1,2,3,4-hexanetetrol C(C(C(C(CC)O)O)O)O